tris-[3-(3-pyridyl)mesityl]borane N1=CC(=CC=C1)C1(C(C(=CC(=C1)C)C)B(C1C(=CC(=CC1(C)C=1C=NC=CC1)C)C)C1C(=CC(=CC1(C)C=1C=NC=CC1)C)C)C